3-((1R,4R)-5-(4-(1,4-dimethyl-2-(4-(methylsulfonyl)phenyl)-1H-pyrrolo[3,2-c]pyridin-6-yl)benzyl)-2,5-diazabicyclo[2.2.2]octan-2-yl)-2,2-dimethylpropan-1-ol CN1C(=CC=2C(=NC(=CC21)C2=CC=C(CN1[C@H]3CN([C@@H](C1)CC3)CC(CO)(C)C)C=C2)C)C2=CC=C(C=C2)S(=O)(=O)C